(E)-3-(5-fluoropyridin-3-yl)acrolein FC=1C=C(C=NC1)/C=C/C=O